1-methyl-2-oxo-4-[4-{4-[(propan-2-yl)oxy]phenyl}-3,6-dihydropyridin-1(2H)-yl]-1,2-dihydroquinoline-3-carbonitrile CN1C(C(=C(C2=CC=CC=C12)N1CCC(=CC1)C1=CC=C(C=C1)OC(C)C)C#N)=O